(S)-N-(5-(4-chloro-3-fluorophenoxy)-2-methoxyphenyl)-1-methyl-5-oxopyrrolidine-2-carboxamide ClC1=C(C=C(OC=2C=CC(=C(C2)NC(=O)[C@H]2N(C(CC2)=O)C)OC)C=C1)F